(S)-2-((4-((2-hydroxy-1-phenylethyl)amino)-5-(5-(2-hydroxypropan-2-yl)-1,3,4-oxadiazol-2-yl)pyridin-2-yl)amino)-7,7-dimethyl-6-propyl-6,7-dihydro-5H-pyrrolo[3,4-d]pyrimidin-5-one OC[C@H](C1=CC=CC=C1)NC1=CC(=NC=C1C=1OC(=NN1)C(C)(C)O)NC=1N=CC2=C(N1)C(N(C2=O)CCC)(C)C